FC1=NC(=CC=C1N1CCN(CC1)C1CC(CC1)C(=O)NC1=C(CCCC1)C(=O)OCC)C(NC)=O ethyl 2-(3-(4-(2-fluoro-6-(methylcarbamoyl)pyridin-3-yl)piperazin-1-yl)cyclopentane-1-carboxamido)cyclohex-1-ene-1-carboxylate